ClC1=NC=NC2=C1N(C=1C=CC(=CC21)CN(C)C)CC(F)(F)F 1-[4-chloro-5-(2,2,2-trifluoroethyl)pyrimido[5,4-b]indol-8-yl]-N,N-dimethyl-methanamine